5-(5-(4,4-difluoropiperidine-1-carbonyl)-1H-pyrrolo[2,3-b]pyridin-1-yl)-N-neopentylpyridinecarboxamide FC1(CCN(CC1)C(=O)C=1C=C2C(=NC1)N(C=C2)C=2C=CC(=NC2)C(=O)NCC(C)(C)C)F